C(OC1=C(C=CC=C1)CCCCC)(OC1=C(C=CC=C1)CCCCC)=O di(n-pentylphenyl) carbonate